tert-butyl 2-(5-(3,5-difluorobenzyl)-1-(tetrahydro-2H-pyran-2-yl)-1H-indazol-3-yl)-1-((2-(trimethylsilyl) ethoxy) methyl)-4,6-dihydropyrrolo[3,4-d]imidazole-5(1H)-carboxylate FC=1C=C(CC=2C=C3C(=NN(C3=CC2)C2OCCCC2)C2=NC3=C(N2COCC[Si](C)(C)C)CN(C3)C(=O)OC(C)(C)C)C=C(C1)F